COC(=O)C=1OC(=CC1)C(C(=O)N)S(=O)(=O)C 5-(2-amino-1-methanesulfonyl-2-oxo-ethyl)furan-2-carboxylic acid methyl ester